OC(CN(CCN(CCN1CCN(CC1)CCN(CCCCCCCCCCC(C)O)CCCCCCCCCCC(C)O)CC(CCCCCCCCCC)O)CC(CCCCCCCCCC)O)CCCCCCCCCC ((2-(4-(2-((2-(bis(2-hydroxydodecyl)amino)ethyl)(2-hydroxydodecyl)amino)ethyl)piperazin-1-yl)ethyl)azanediyl)bis(dodecan-2-ol)